C(CCCC)C(CC)CCCCCCCCCC (E)-3-pentyltridecane